6-(1-methyl-1H-pyrazol-4-yl)-N-(2-methyl-5-(2-(piperidin-1-yl)acetamido)pyridin-3-yl)pyrazolo[1,5-a]pyrazine-3-carboxamide CN1N=CC(=C1)C=1N=CC=2N(C1)N=CC2C(=O)NC=2C(=NC=C(C2)NC(CN2CCCCC2)=O)C